N1(CCC1)C(COC=1C=CC2=C(C(=NS2(=O)=O)N(CC(C)C)/N=C/C2=CC(=C(C=C2)F)OC)C1)=O 1-(azetidin-1-yl)-2-[[3-[[(E)-(4-fluoro-3-methoxy-phenyl)methyleneamino]-isobutyl-amino]-1,1-dioxo-1,2-benzothiazol-5-yl]oxy]ethanone